BrC1=C2C=CC=C(C2=CC=C1)C1=NC(=NC(=N1)C1=CC=CC=C1)C1=CC=CC=C1 2-(5-bromonaphthalen-1-yl)-4,6-diphenyl-1,3,5-triazine